5-(ethylamino)picolinic acid ethyl ester C(C)OC(C1=NC=C(C=C1)NCC)=O